propenoyl fluoride C(C=C)(=O)F